C(=O)C=1C=C(NC1)C(=O)O 4-FORMYL-1H-PYRROLE-2-CARBOXYLIC ACID